4-(1-(3,5-difluorophenyl)-2-hydroxyethyl)-5-mercapto-2,4-dihydro-3H-1,2,4-triazol-3-one FC=1C=C(C=C(C1)F)C(CO)N1C(NN=C1S)=O